trans-4-[(7S)-6-(methoxycarbonyl)-2-[(4-methoxyphenyl)methyl]-7-methyl-3H,6H,7H,8H,9H-imidazo[4,5-f]quinolin-3-yl]cyclohexane-1-carboxylic acid COC(=O)N1[C@H](CCC2=C3C(=CC=C12)N(C(=N3)CC3=CC=C(C=C3)OC)[C@@H]3CC[C@H](CC3)C(=O)O)C